4-(6-(2-Methoxyethoxy)-5-(6-(trifluoromethyl)picolinamido)-2H-indazol-2-yl)piperidine COCCOC=1C(=CC2=CN(N=C2C1)C1CCNCC1)NC(C1=NC(=CC=C1)C(F)(F)F)=O